CC(=CCO)CC(C=C(CCC=C(CC(C=C(CCC=C(CCC=C(CCC=C(C)C)C)C)C)S(=O)(=O)C1=CC=CC=C1)C)C)S(=O)(=O)C1=CC=CC=C1 3,7,11,15,19,23,27-heptamethyl-5,13-bis(phenyl-sulfonyl)octacosa-2,6,10,14,18,22,26-heptaen-1-ol